4-(2-methyl-1H-imidazol-5-yl)-N-(2-(2-methyl-1H-indol-3-yl)ethyl)benzamide CC=1NC(=CN1)C1=CC=C(C(=O)NCCC2=C(NC3=CC=CC=C23)C)C=C1